CC1=CC=C(C=C1)S(=O)(=O)N 4-Methylbenzene-sulfonamide